ethyl 4-methyl-2-(4-(1-methylcyclopropyl)phenyl)pyrimidine-5-carboxylate CC1=NC(=NC=C1C(=O)OCC)C1=CC=C(C=C1)C1(CC1)C